5'-(2-(((1r,4r)-4-acetamidocyclohexyl)amino)-1-phenylethyl)-2'-chloro-6-fluoro-5-(2-methoxyethoxy)-[1,1'-biphenyl] C(C)(=O)NC1CCC(CC1)NCC(C1=CC=CC=C1)C=1C=CC(=C(C1)C1=CC=CC(=C1F)OCCOC)Cl